BrC=1C=C(OC2=CC=3N(C4=C(C(=C(C(=C4C3C=C2)[2H])[2H])[2H])[2H])C2=NC=CC(=C2)C([2H])([2H])[2H])C=CC1 2-(3-bromophenoxy)-9-(4-(methyl-d3)pyridin-2-yl)-9H-carbazole-5,6,7,8-d4